C(C)OC1=CC=C(C=C1)C1=CC=2C(=NC=CC2N2CCN(CC2)C)N1 2-(4-ethoxyphenyl)-4-(4-methylpiperazin-1-yl)-1H-pyrrolo[2,3-b]pyridine